CC(C)(C)[S@](=O)/N=C/C1=C(C=CC=C1)C1=NOC2=C1C=CC(=C2)C(F)(F)F (S,E)-2-Methyl-N-[2-(6-trifluoromethylbenzo[d]isoxazol-3-yl)benzylidene]propane-2-sulfinamide